N-(5-Cyano-4-(((3S,4S)-4-methoxytetrahydro-2H-pyran-3-yl)oxy)pyridin-2-yl)-7-formyl-6-(((R)-N-methyltetrahydrofuran-2-carboxamido)methyl)-3,4-dihydro-1,8-naphthyridin-1(2H)-carboxamide C(#N)C=1C(=CC(=NC1)NC(=O)N1CCCC2=CC(=C(N=C12)C=O)CN(C(=O)[C@@H]1OCCC1)C)O[C@H]1COCC[C@@H]1OC